BrC1=C(OC=2C1=NC(=CC2NCC=2SC=CC2)Cl)C[C@H](C#CC)NC(OC(C)(C)C)=O tert-butyl N-[(2R)-1-{3-bromo-5-chloro-7-[(thiophen-2-ylmethyl)amino]furo[3,2-b]pyridin-2-yl}pent-3-yn-2-yl]carbamate